NC1=NC=C(C2=C1C(=C(S2)C2=C(C=C(C=C2)NC(C(=C)C)=O)CF)C2=CC(=C(C=C2)OC2=NC=CC(=N2)C)Cl)C=2C=NN(C2)C N-(4-(4-amino-3-(3-chloro-4-((4-methylpyrimidin-2-yl)oxy)phenyl)-7-(1-methyl-1H-pyrazol-4-yl)thieno[3,2-c]pyridin-2-yl)-3-(fluoromethyl)phenyl)methacrylamide